S(OC1=C(C=CC(=C1)OC1C(NC(CC1)=O)=O)OC)(=O)(=O)F 5-((2,6-dioxopiperidin-3-yl)oxy)-2-methoxyphenyl sulfurofluoridate